CCCCCCCCCCCCCCC/C=C/[C@H]([C@H](CO)[NH3+])O The molecule is a cationic sphingoid that is the conjugate acid of C20 sphingosine, obtained by protonation of the primary amino function; major species at pH 7.3. It is a conjugate acid of a C20 sphingosine.